C1(CCCC1)N1C(C(N(C=2C=NC=NC12)C)=O)CC 8-cyclopentyl-7-ethyl-7,8-dihydro-5-methyl-6(5H)-pteridinone